3-amino-N-(3-(4-amino-4-(methoxymethyl)piperidin-1-yl)pyridin-2-yl)-6-(3-(trifluoromethoxy)pyridin-2-yl)pyrazine-2-carboxamide NC=1C(=NC(=CN1)C1=NC=CC=C1OC(F)(F)F)C(=O)NC1=NC=CC=C1N1CCC(CC1)(COC)N